FC1=C(C=C(C=C1)C1=NC=CC=C1)C1=C(C(=CC=C1O)O)C1=C(C=CC(=C1)C1=NC=CC=C1)F 2,2''-difluoro-5,5''-di(pyridin-2-yl)-[1,1':2',1''-terphenyl]-3',6'-diol